2-fluoro-1-naphthylamide FC1=C(C2=CC=CC=C2C=C1)[NH-]